ClC(CC)C=1N=NN(C1)C1=C(C=CC=C1)F 4-(1-chloropropyl)-1-(2-fluorophenyl)-1H-1,2,3-triazole